CNC1=C(C=CC=C1[N+](=O)[O-])CC1=CC=C(C=C1)C=1N(C=C(N1)C(F)(F)F)C N-methyl-2-(4-(1-methyl-4-(trifluoromethyl)-1H-imidazol-2-yl)benzyl)-6-nitroaniline